C(CCCC)C(=O)C1=CC=C(C=C1)C(C)(C)O 4-α-hydroxyisopropylphenyl n-pentyl ketone